chloro-3-ethoxybenzaldehyde ClC1=C(C=O)C=CC=C1OCC